FC1=C(C=CC=C1)C#CC1=CC=C(C(=O)NC[C@@H]2COCC2)C=C1 (R)-4-((2-fluorophenyl)ethynyl)-N-((tetrahydrofuran-3-yl)methyl)benzamide